2-[3-bromo-5-(1-bromoethyl)-1,2,4-triazol-1-yl]-5-(difluoromethoxy)-pyridine BrC1=NN(C(=N1)C(C)Br)C1=NC=C(C=C1)OC(F)F